1-(3-chloro-5-morpholinylbenzyl)-1,8-diazaspiro[4.5]decane-8-carboxylic acid tert-butyl ester C(C)(C)(C)OC(=O)N1CCC2(CCCN2CC2=CC(=CC(=C2)N2CCOCC2)Cl)CC1